ClC=1C=C2C(=CNC2=CC1)C=1C=N[C@@H]([C@H](N1)C1=CC=CC=C1)C1=CC=CC=C1 (5R,6R)-3-(5-chloro-1H-indol-3-yl)-5,6-diphenyl-5,6-dihydropyrazine